CN(CCOC1=CC=C(C(=N1)C(F)(F)F)N1C=NC(=C1)C1=NC(=NC=C1C(F)(F)F)NC1CCN(CC1)S(=O)(=O)C)C 4-(1-(6-(2-(Dimethyl-amino)ethoxy)-2-(trifluoromethyl)pyridin-3-yl)-1H-imidazol-4-yl)-N-(1-(methylsulfonyl)piperidin-4-yl)-5-(trifluoromethyl)pyrimidin-2-amine